C(CCCCCCC)OC(C(C)OC1=CC(=C(C=C1)C1=NC(=NC(=N1)C1=C(C=C(C=C1)OC(C(=O)OCCCCCCCC)C)O)C1=C(C=C(C=C1)OC(C(OCCCCCCCC)=O)C)O)O)=O.OCCC=1C(=C(C(=O)N)C=CC1)CCO Bis(2-hydroxyethyl)benzamide octyl-2-[4-[4,6-bis[2-hydroxy-4-(1-methyl-2-octoxy-2-oxo-ethoxy)phenyl]-1,3,5-triazin-2-yl]-3-hydroxy-phenoxy]propanoate